FC(S(=O)(=O)OC(C(C([2H])([2H])N1C(C2=CC=CC=C2C1=O)=O)(F)F)([2H])[2H])(F)F.C(C)(C)(C)C1=C(C(C=NCCN=CC=2C(O)=C(C=C(C2)C(C)(C)C)C(C)(C)C)=CC(=C1)C(C)(C)C)O N,N'-bis(3,5-di-tert-butylsalicylidene) ethylenediamine 3-(1,3-dioxoisoindolin-2-yl)-2,2-difluoropropyl-1,1,3,3-d4 trifluoromethanesulfonate